METHYL {4,6-DIAMINO-2-[5-FLUORo-1-(2-FLUORoBENZYL)-1H-PYRAZOLO[3,4-B]PYRIDIN-3-YL]PYRIMIDIN-5-YL}CARBAMAT NC1=NC(=NC(=C1NC(OC)=O)N)C1=NN(C2=NC=C(C=C21)F)CC2=C(C=CC=C2)F